CNC1=C(N=CC(=C1)Br)N 5-Bromo-N3-methylpyridine-2,3-diamine